tert-Butyl (S)-(2-(7-carbamoyl-2-(1-ethyl-3-methyl-1H-pyrazole-5-carboxamido)-3,4-dihydro-5-oxa-1,2a-diazaacenaphthylen-3-yl)ethyl)carbamate C(N)(=O)C=1C=C2OC[C@@H](N3C(=NC(C1)=C32)NC(=O)C3=CC(=NN3CC)C)CCNC(OC(C)(C)C)=O